dibenzo(a,h)acridine C1=CC=CC=2C1=C1C=C3C=CC4=C(C3=NC1=CC2)C=CC=C4